3-(2,6-difluoro-3,5-dimethoxyphenyl)-7-(1-methyl-1H-pyrazol-4-yl)-1-(tetrahydrofuran-3-yl)-1,6-naphthyridin-2(1H)-one FC1=C(C(=C(C=C1OC)OC)F)C=1C(N(C2=CC(=NC=C2C1)C=1C=NN(C1)C)C1COCC1)=O